CC1=C(C2=C(N(C=N2)COCC[Si](C)(C)C)C=C1C)C1=CC(CCC1)=O 3-[5,6-dimethyl-1-(2-trimethylsilylethoxymethyl)benzimidazol-4-yl]Cyclohex-2-en-1-one